7-(dimethylphosphoryl)-1H-indole-6-carbonitrile CP(=O)(C)C=1C(=CC=C2C=CNC12)C#N